C1=CC=CC=2C3=CC=CC=C3C(C12)COC(=O)N[C@H](C(=O)O)CCC1=CC(=C(C(=C1)C)COC)C (2S)-2-(9H-fluoren-9-ylmethoxycarbonylamino)-4-[4-(methoxymethyl)-3,5-dimethyl-phenyl]butanoic acid